N-[3-chloro-4-isopropyl-phenyl]-2-methyl-pentanamide ClC=1C=C(C=CC1C(C)C)NC(C(CCC)C)=O